FC1=CC=C(C=C1)N1CCC(CC1)C(=O)O 1-(4-fluorophenyl)piperidine-4-carboxylic acid